5-(5-{(1S)-1-[3,5-bis(trifluoromethyl)benzamido]ethyl}-3-cyclopropyl-1H-1,2,4-triazol-1-yl)pyrazine FC(C=1C=C(C(=O)N[C@@H](C)C2=NC(=NN2C=2N=CC=NC2)C2CC2)C=C(C1)C(F)(F)F)(F)F